The molecule is a member of the class of flavonols that is flavonol substituted by an additional hydroxy group at position 5 and methoxy groups at positions 7, 8 and 4' respectively. It has a role as a plant metabolite. It is a trimethoxyflavone, a member of flavonols and a dihydroxyflavone. It derives from a flavonol. COC1=CC=C(C=C1)C2=C(C(=O)C3=C(O2)C(=C(C=C3O)OC)OC)O